6-(pyridin-2-ylamino)-2-azaspiro[3.3]heptane-2-carboxylic acid tert-butyl ester C(C)(C)(C)OC(=O)N1CC2(C1)CC(C2)NC2=NC=CC=C2